COC1=C(C=CC=C1)CC(C(=O)O)=O 3-(2-methoxyphenyl)-2-oxopropanoic acid